N-(1-methylpyrazol-4-yl)sulfonyl-pyridine-3-carboxamide CN1N=CC(=C1)S(=O)(=O)NC(=O)C=1C=NC=CC1